ClC=1C=C(C=NC1N1N=CC=N1)NC(=O)C=1C=NN(C1C(F)(F)F)C1=C(C=C(C=C1)F)C(F)(F)F N-(5-chloro-6-(2H-1,2,3-triazol-2-yl)pyridin-3-yl)-1-(4-fluoro-2-(trifluoromethyl)phenyl)-5-(trifluoromethyl)-1H-pyrazole-4-carboxamide